C(C)N1C2=CC=C(C=C2C=2C=C(C=CC12)C1(CC=CC=C1)CS(=O)(=O)O)C(C1=C(C=CC=C1)C)=O 1-[9-ethyl-6-(2-methylbenzoyl)-9H-carbazol-3-yl]-sulfophenyl-methane